3-(4-{methyl[(1R)-1-phenylethyl]sulfamoyl}phenyl)-1-(pyridin-3-ylmethyl)urea CN(S(=O)(=O)C1=CC=C(C=C1)NC(NCC=1C=NC=CC1)=O)[C@H](C)C1=CC=CC=C1